1-(1-acryloylpyrrolidin-3-yl)-N-isopropyl-3-(6-(trifluoromethyl)pyridin-3-yl)-1H-indazole-7-carboxamide C(C=C)(=O)N1CC(CC1)N1N=C(C2=CC=CC(=C12)C(=O)NC(C)C)C=1C=NC(=CC1)C(F)(F)F